lithium-yttrium fluoride [F-].[Y+3].[Li+].[F-].[F-].[F-]